C(C)(C)(C)N1N=C(C=C1N)[C@@H]1C[C@@H](CC1)O[Si](C)(C)C(C)(C)C 1-(tert-butyl)-3-((1S,3R)-3-((tert-butyldimethylsilyl)oxy)cyclopentyl)-1H-pyrazol-5-amine